7β-methoxymethoxy-5β-chol-3-enoic acid methyl ester COC(CC[C@@H](C)[C@H]1CC[C@H]2[C@@H]3[C@H](C[C@@H]4C=CCC[C@]4(C)[C@H]3CC[C@]12C)OCOC)=O